ClC1=NC(=CC(=C1)C=1C(=NN2C1N=C(C=C2)OC2CCN(CC2)C(=O)OC(C)(C)C)C2=CC(=CC=C2)C#N)C tert-Butyl 4-[3-(2-chloro-6-methyl-4-pyridyl)-2-(3-cyanophenyl)pyrazolo[1,5-a]pyrimidin-5-yl]oxypiperidine-1-carboxylate